C(C1=CC=CC=C1)N1C(C(CC=2C1=NC=CN2)C(=O)OCC)=O ethyl 5-benzyl-6-oxo-5,6,7,8-tetrahydropyrido[2,3-b]pyrazine-7-carboxylate